(R)-3-(3-(bis(4-methoxyphenyl)(phenyl)methoxy)-2-hydroxypropyl)pyrimidine-2,4(1H,3H)-dione COC1=CC=C(C=C1)C(OC[C@@H](CN1C(NC=CC1=O)=O)O)(C1=CC=CC=C1)C1=CC=C(C=C1)OC